NC=1C=2N(C(=C(N1)C1=C(C#N)C=CC=C1)Br)N=C(C2)CC2=C(C=CC=C2)F (4-amino-7-bromo-2-(2-fluorobenzyl)pyrazolo[1,5-a]pyrazin-6-yl)benzonitrile